3-(pyrrolidin-3-yl)-3,6-diazabicyclo[3.1.1]heptane-6-carboxylic acid tert-butyl ester C(C)(C)(C)OC(=O)N1C2CN(CC1C2)C2CNCC2